3-((1R,3R)-1-(2-chloropyrimidin-5-yl)-3-methyl-1,3,4,9-tetrahydro-2H-pyrido[3,4-b]indol-2-yl)-2,2-difluoropropan-1-ol ClC1=NC=C(C=N1)[C@H]1N([C@@H](CC2=C1NC1=CC=CC=C21)C)CC(CO)(F)F